6-Ethynyl-4,4-dimethylthiochroman C(#C)C=1C=C2C(CCSC2=CC1)(C)C